C(C)(C)(C)OC=CC 1-tert-butoxypropene